CC=1C=C(C=2N(C(C=C(N2)N2C(C3=CC=CC=C3C2)C)=O)C1)C(C)NC1=C(C(=O)OC(C)(C)C)C=CC=C1 tert-butyl 2-((1-(7-methyl-2-(1-methylisoindolin-2-yl)-4-oxo-4H-pyrido[1,2-a]pyrimidin-9-yl)ethyl)amino)benzoate